2-[[2-chloro-5-(1-methylpyrazol-3-yl)phenyl]methylamino]-5-(3-methoxypropyl)-4H-[1,2,4]-triazolo[1,5-a]pyrimidin-7-one ClC1=C(C=C(C=C1)C1=NN(C=C1)C)CNC1=NN2C(NC(=CC2=O)CCCOC)=N1